BrC1=CC=C(C=C1)C=1N=C2N(C=CC=C2)C1CN1CCN(CC1)C(=O)C1=C(C=CC(=C1)F)OC (4-{[2-(4-bromophenyl)imidazo[1,2-a]pyridin-3-yl]methyl}piperazin-1-yl)(5-fluoro-2-methoxyphenyl)methanone